FC(C1=CC=C(OC2=CC=C3CCN(CC3=C2)S(=O)(=O)CCC(=O)OC)C=C1)(F)F methyl 3-((7-(4-(trifluoro-methyl)phenoxy)-3,4-dihydroisoquinolin-2(1H)-yl)sulfonyl)propanoate